(R)-1-(3-(4-amino-3-(6-phenoxypyridin-3-yl)-1H-pyrazolo[3,4-d]pyrimidin-1-yl)piperidin-1-yl)prop-2-en-1-one NC1=C2C(=NC=N1)N(N=C2C=2C=NC(=CC2)OC2=CC=CC=C2)[C@H]2CN(CCC2)C(C=C)=O